C(C(=C)C)(=O)OCCC[Si](OCC)(OCC)OCC γ-methacryloxypropyl-triethoxysilane